COC(C1CCN(CC1)C(=O)C=1C=CC(=C(C1)N1CC(NC(C1)=O)=O)OC)OC 4-(5-(4-(dimethoxymethyl)piperidine-1-carbonyl)-2-methoxyphenyl)piperazine-2,6-dione